triazolopyrimidinethione N=1N=NC=2C1C=NC(N2)=S